(R)-7-bromo-5-((S)-1-cyclopropyl-2-(2-cyclopropyl-7-methoxy-2H-indazole-5-carboxamido)-1-hydroxyethyl)-3-methyl-2,3-dihydrofuro[2,3-c]pyridine-3-carboxamide BrC=1N=C(C=C2C1OC[C@@]2(C(=O)N)C)[C@](CNC(=O)C2=CC1=CN(N=C1C(=C2)OC)C2CC2)(O)C2CC2